tert-butyl ((3S,4S,6R)-4-fluoro-6-((S)-1-(4-fluorophenyl)-1,2,3,4-tetrahydroisoquinoline-2-carbonyl)tetrahydro-2H-pyran-3-yl)carbamate F[C@@H]1[C@H](CO[C@H](C1)C(=O)N1[C@H](C2=CC=CC=C2CC1)C1=CC=C(C=C1)F)NC(OC(C)(C)C)=O